2-[6-amino-5-[8-[2-[3-(4-piperidinyloxy)cyclobutoxy]-4-pyridyl]-3,8-diazabicyclo[3.2.1]octane-3-yl]pyridazin-3-yl]phenol NC1=C(C=C(N=N1)C1=C(C=CC=C1)O)N1CC2CCC(C1)N2C2=CC(=NC=C2)OC2CC(C2)OC2CCNCC2